N12CCCCCC2=NNC1=S 1,8,9-triazabicyclo[5.3.0]dec-7-ene-10-thione